COC=1C(=NC=CN1)CC#N 2-(3-methoxypyrazin-2-yl)acetonitrile